4'-cyclopropyl-N4-(4-(1-isopropyl-4-(trifluoromethyl)-1H-imidazol-2-yl)benzyl)-6'-methoxy-[2,5'-bipyrimidine]-4,5-diamine C1(CC1)C1=NC=NC(=C1C1=NC=C(C(=N1)NCC1=CC=C(C=C1)C=1N(C=C(N1)C(F)(F)F)C(C)C)N)OC